BrC1=CC=CC(=N1)C(=O)NC1=CC(=C(C=C1)NC(=O)[C@@H]1CN(CCC1)C(=O)OC(C)(C)C)F tert-butyl (S)-3-((4-(6-bromopicolinamido)-2-fluorophenyl)carbamoyl)piperidine-1-carboxylate